NC1=NC=2C=CC=CC2C2=C1N=C(N2CC2=CC(=C(C(=C2)C)O)CN=C=S)CCCC 4-((4-Amino-2-butyl-1H-imidazo[4,5-c]quinolin-1-yl)methyl)-2-(isothiocyanatomethyl)-6-methylphenol